4-{3-[4-cyano-3-(trifluoromethyl)-phenyl]-5,5-dimethyl-4-oxo-2-sulfanylideneimidazolidin-1-yl}-2-fluoro-N-methylbenzamide C(#N)C1=C(C=C(C=C1)N1C(N(C(C1=O)(C)C)C1=CC(=C(C(=O)NC)C=C1)F)=S)C(F)(F)F